N-methyl-2-hydroxyethyl-2-imidazoline (R)-diethyl-2-methyl-4-(5-(5-methyl-4-(2-oxo-2,3-dihydrobenzo[d]oxazol-5-ylamino)pyrimidin-2-ylamino)pyridin-2-yl)piperazin-1-ylphosphonate C(C)C1[C@@](N(CCN1C1=NC=C(C=C1)NC1=NC=C(C(=N1)NC=1C=CC2=C(NC(O2)=O)C1)C)P(O)(O)=O)(C)CC.CN1C(=NCC1)CCO